(S)-5-[6-(fluoromethyl)-2-(5-fluoro-2-pyridyl)-6-methyl-5,7-dihydro-4H-pyrazolo[1,5-a]pyridin-3-yl]pyrazolo[1,5-a]pyridine FC[C@]1(CCC=2N(C1)N=C(C2C2=CC=1N(C=C2)N=CC1)C1=NC=C(C=C1)F)C